N1=CC=CC=2C(CCCC12)C(=O)N 5,6,7,8-tetrahydroquinoline-5-carboxamid